N-(3-carbamimidoyl-4-methoxyphenyl)-5-chloro-2-(4,4-difluoroazepan-1-yl)-6-methylnicotinamide C(N)(=N)C=1C=C(C=CC1OC)NC(C1=C(N=C(C(=C1)Cl)C)N1CCC(CCC1)(F)F)=O